C1(=CC=CC=C1)C=1OC[C@H](N1)CO (R)-(2-phenyl-4,5-dihydro-oxazol-4-yl)methanol